C(C)(C)[C@@H]1CC[C@H]([C@]23[C@H]1[C@H]2C(CC3)=C)C (3aS,3bR,4S,7R,7aR)-4-isopropyl-7-methyl-3-methyleneoctahydro-1H-cyclopenta[1,3]cyclopropa[1,2]benzene